oleic acid titanium [Ti].C(CCCCCCC\C=C/CCCCCCCC)(=O)O